3-mercaptopropyl-methoxydimethylsilane SCCC[Si](C)(C)OC